4-(1-(tert-butyl)-1H-tetrazol-5-yl)-N-cyclohexyl-6-methyl-4H-benzo[d][1,3]oxazin-2-amine C(C)(C)(C)N1N=NN=C1C1C2=C(N=C(O1)NC1CCCCC1)C=CC(=C2)C